tert-butyldichloro(phenylsilane) C(C)(C)(C)[Si](C1=CC=CC=C1)(Cl)Cl